ClC1=C(C=2NC(N=C(C2C=N1)O)=S)F 7-chloro-8-fluoro-4-hydroxypyrido[4,3-d]pyrimidine-2(1H)-thione